1-((2-acryloyl-2,7-diazaspiro[3.5]nonan-7-yl)sulfonyl)piperidine C(C=C)(=O)N1CC2(C1)CCN(CC2)S(=O)(=O)N2CCCCC2